Cl.CC1([C@H]2CN[C@@H]([C@@H]12)C(=O)OC)C methyl (1R,2S,5S)-6,6-dimethyl-3-azabicyclo[3.1.0]hexane-2-carboxylate HCl